NC=1N=C2C=C(C=NC2=CC1Cl)CC[C@@]12[C@H]([C@H]([C@@H]([C@H]2C1)N1C=CC2=C1N=CN=C2N)O)O (1R,2R,3S,4R,5S)-1-(2-(6-Amino-7-chloro-1,5-naphthyridin-3-yl)ethyl)-4-(4-amino-7H-pyrrolo[2,3-d]pyrimidin-7-yl)bicyclo[3.1.0]hexan-2,3-diol